Benzyl 4-oxo-2-(2-oxoethyl)butanoate O=CCC(C(=O)OCC1=CC=CC=C1)CC=O